ClC=1C=CC(=C(C1)C1=C2C(=NC(=C1)C)C(=CS2)C(=O)OC(C)(C)C)OCCN2C(=NC1=C(C2=O)C(=C(N=C1)N1CC(C1)O)C#N)C tert-butyl 7-(5-chloro-2-(2-(5-cyano-6-(3-hydroxyazetidin-1-yl)-2-methyl-4-oxopyrido[3,4-d]pyrimidin-3(4H)-yl)ethoxy)phenyl)-5-methylthieno[3,2-b]pyridine-3-carboxylate